(Tris(4-methoxyphenyl)methoxy)-8-methyl-3-[(t-butyl)dimethylsilyloxy]-8-azabicyclo[3.2.1]octan-6-ol COC1=CC=C(C=C1)C(OC12CC(CC(C(C1)O)N2C)O[Si](C)(C)C(C)(C)C)(C2=CC=C(C=C2)OC)C2=CC=C(C=C2)OC